C(C)(C)(C)OC(=O)N1CC(C1)(C(=O)O)N(C(=O)OCC1C2=CC=CC=C2C=2C=CC=CC12)CC1=C(C=C(C=C1)OC)OC 3-[(2,4-Dimethoxy-benzyl)-(9H-fluoren-9-ylmethoxycarbonyl)-amino]-azetidine-1,3-dicarboxylic acid mono-tert-butyl ester